4-(2-azaspiro[3.3]heptan-6-yloxy)-6-[2-cyano-3-[[ethyl(methyl)sulfamoyl]amino]-6-fluoro-phenoxy]quinazoline C1NCC12CC(C2)OC2=NC=NC1=CC=C(C=C21)OC2=C(C(=CC=C2F)NS(N(C)CC)(=O)=O)C#N